N-(3-{5-cyclobutyl-2H-pyrazolo[3,4-b]pyridin-2-yl}-4-fluorophenyl)-3,3-difluoroazetidine C1(CCC1)C1=CC=2C(N=C1)=NN(C2)C=2C=C(C=CC2F)N2CC(C2)(F)F